[Si](C)(C)(C(C)(C)C)O[C@H]1CN(CC1)C1=NC2=CN=C(C(=C2C=C1)O)C(=O)OC Methyl (R)-2-(3-((tert-butyldimethylsilyl)oxy)pyrrolidin-1-yl)-5-hydroxy-1,7-naphthyridine-6-carboxylate